ClC1=CC(=NC(=C1)N1CCOCC1)C1=CC(=NC=C1)C(F)F 4-(4-chloro-2'-(difluoromethyl)-[2,4'-bipyridin]-6-yl)morpholine